2,4,5-trifluoro-benzoyl acetate C(C)(=O)OC(C1=C(C=C(C(=C1)F)F)F)=O